ClC1=CC=C(C=C1)\C(=C(/CC)\C1=CC=CC=C1)\C1=CC=C(OCCN2CCC(CC2)N2CCN(CC2)C=2C=C3C(N(C(C3=CC2)=O)C2C(NC(CC2)=O)=O)=O)C=C1 (E)-5-(4-(1-(2-(4-(1-(4-chlorophenyl)-2-phenylbut-1-en-1-yl)phenoxy)ethyl)piperidin-4-yl)piperazin-1-yl)-2-(2,6-dioxopiperidin-3-yl)isoindoline-1,3-dione